5-hydroxy-4-[2-[4-(methoxymethyl)phenyl]benzothien-3-yl]-2,6-dimethyl-pyridazin-3-one OC1=C(C(N(N=C1C)C)=O)C1=C(SC2=C1C=CC=C2)C2=CC=C(C=C2)COC